C[C@H]1[C@@H]([C@@](C[C@H](O1)OP(=O)([O-])OP(=O)([O-])OC[C@@H]2[C@H](C[C@@H](O2)N3C=C(C(=O)NC3=O)C)O)(C)[NH3+])O The molecule is a nucleotide-sugar oxoanion that is the conjugate base of dTDP-beta-L-4-epi-vancosamine, arising from deprotonation of the diphosphate group and protonation of the amino group. It is a conjugate base of a dTDP-beta-L-4-epi-vancosamine.